N(N)C(=O)[C@H]1N(CCC1)C(C(=O)O)=O 2-[(2S)-2-(hydrazinecarbonyl)pyrrolidin-1-yl]-2-oxoacetic acid